Dimethyl 4-hydroxy-5-nitrophthalate OC=1C=C(C(C(=O)OC)=CC1[N+](=O)[O-])C(=O)OC